7-(Benzyloxy)-1-(4-methoxybenzyl)-3,3-dimethyl-3,4-dihydroquinolin-2(1H)-one C(C1=CC=CC=C1)OC1=CC=C2CC(C(N(C2=C1)CC1=CC=C(C=C1)OC)=O)(C)C